F[B-](F)(F)F.CN1C=[N+](C=C1)CCCCC 1-methyl-3-pentyl-imidazolium tetrafluoroborate